tert-butyl (3-oxo-cyclobutyl)-carbamate O=C1CC(C1)NC(OC(C)(C)C)=O